C(C)(C)(CC)OOC1(CC(CC(C1)C)(C)C)OOC(C)(C)CC 1,1-bis(tert-amylperoxy)-3,3,5-Trimethylcyclohexane